FC1=CC(=C(C=C1)N1C(N(C(C2=CC=C(C=C12)C(F)(F)F)=O)C=1C=NC(=CC1)OC)C)C 1-(4-fluoro-2-methylphenyl)-3-(6-methoxypyridin-3-yl)-2-methyl-7-(trifluoromethyl)-2,3-dihydroquinazolin-4(1H)-one